6-bromo-1-methyl-indole BrC1=CC=C2C=CN(C2=C1)C